6-Fluoro-8-methyl-2,3,4,5-tetrahydro-1H-pyrido[4,3-b]indole hydrochloride Cl.FC1=CC(=CC=2C3=C(NC12)CCNC3)C